ClC=1C=C(C=CC1N1CCOCC1)C=1C=C2CC(C(C2=CC1)NC(O[C@@H]1CN2CCC1CC2)=O)(C)C (S)-quinuclidin-3-yl (5-(3-chloro-4-morpholinophenyl)-2,2-dimethyl-2,3-dihydro-1H-inden-1-yl)carbamate